dioctylsulfone maleate C(\C=C/C(=O)O)(=O)O.C(CCCCCCC)S(=O)(=O)CCCCCCCC